8-[5-[5-[(1R)-1-(3,5-dichloro-4-pyridyl)ethoxy]-1H-indazol-3-yl]-3-fluoro-2-pyridyl]-2λ6-thia-8-azaspiro[4.5]decane 2,2-dioxide ClC=1C=NC=C(C1[C@@H](C)OC=1C=C2C(=NNC2=CC1)C=1C=C(C(=NC1)N1CCC2(CCS(C2)(=O)=O)CC1)F)Cl